ClCC=1OC(=NN1)C1=C(C=C(C=C1)[N+](=O)[O-])F 2-(chloromethyl)-5-(2-fluoro-4-nitrophenyl)-1,3,4-oxadiazole